diphenyl phosphate tetramethylguanidine salt CN(C(N(C)C)=N)C.P(=O)(OC1=CC=CC=C1)(OC1=CC=CC=C1)O